O=C1NC(CCC1N1C(C2=CC=C(C=C2C1=O)N1CCC(CC1)CN1CCN(CC1)CCOC1=CC=C(C=C1)\C(=C(/CC)\C1=CC=CC=C1)\C1=CC=C(C=C1)B(O)O)=O)=O (E)-(4-(1-(4-(2-(4-((1-(2-(2,6-dioxopiperidin-3-yl)-1,3-dioxoisoindolin-5-yl)piperidin-4-yl)methyl)piperazin-1-yl)ethoxy)phenyl)-2-phenylbut-1-en-1-yl)phenyl)boronic acid